O1C(=NC2=C1C=CC=C2)CCNCCC=2SC=1N=CN=C(C1N2)NCC2=NC=CC=C2F 2-(2-{[2-(1,3-benzoxazol-2-yl)ethyl]amino}ethyl)-N-[(3-fluoropyridin-2-yl)methyl]-[1,3]thiazolo[5,4-d]pyrimidin-7-amine